1-(6-nitrobenzdioxolan-5-yl)ethanol [N+](=O)([O-])C=1C(=CC2=C(OCO2)C1)C(C)O